S1C=NC2=C1C=C(C=C2)\C=C\2/N=C(NC2=O)N[C@H]2CN1CCC2CC1 (4Z)-4-(1,3-benzothiazol-6-ylmethylene)-2-[[(3R)-quinuclidin-3-yl]amino]-1H-imidazol-5-one